C(C1=CC=CC=C1)C=1NC(=NN1)C(=O)NC1=NC=CC(=C1)C1=C(C=CC(=C1)OCCOC)C 5-benzyl-N-(4-(5-(2-methoxyethoxy)-2-methylphenyl)pyridin-2-yl)-4H-1,2,4-triazole-3-carboxamide